Cl.Cl.FC=1C=C(C=CC1)C=1C=CC2=C(N(C=N2)CCC[C@H]2NCCC[C@@H]2O)C1 (2R,3S)-2-(3-(6-(3-fluorophenyl)-1H-benzo[d]imidazol-1-yl)propyl)piperidin-3-ol dihydrochloride